O1COC2=C1C=CC(=C2)N(C(=O)C=2C=C(C=CC2)N2N=C(C=1CN(CCC12)S(=O)(=O)C=1C=NNC1C)C(F)(F)F)C 4-[[1-[3-[1,3-Benzodioxol-5-yl(methyl)carbamoyl]phenyl]-3-(trifluoromethyl)-6,7-dihydro-4H-pyrazolo[4,3-c]pyridin-5-yl]sulfonyl]-5-methyl-1H-pyrazol